C(C1=CC=CC=C1)OC1CN(C1)C1C(CCC1)OC=1C=C2CN(C(C2=CC1)=O)C1C(NC(CC1)=O)=O 3-(5-((2-(3-(benzyloxy)azetidin-1-yl)cyclopentyl)oxy)-1-oxoisoindolin-2-yl)piperidine-2,6-dione